tert-butyl (S)-3-(2-acetyl-6-chloro-1,2,3,4-tetrahydroisoquinolin-8-yl)morpholine-4-carboxylate C(C)(=O)N1CC2=C(C=C(C=C2CC1)Cl)[C@@H]1N(CCOC1)C(=O)OC(C)(C)C